ClC1=CC(=CC(=N1)N1CCN(CC1)S(=O)(=O)C1=CC=C(C=C1)N1C(O[C@H]2[C@@H]1CN(CCC2)CCNC)=O)C(F)(F)F (3aS,8aR)-3-[4-[4-[6-chloro-4-(trifluoromethyl)-2-pyridyl]piperazin-1-yl]sulfonylphenyl]-5-[2-(methylamino)ethyl]-3a,4,6,7,8,8a-hexahydrooxazolo[4,5-c]azepin-2-one